N[C@@H](CC1=CNC2=CC=CC=C12)C(=O)[O-].[Na+] sodium tryptophanate